tert-butyl 2-(dimethylcarbamoyl)-8,9-dihydro-5H-pyrido[3,2-c]azepine-6(7H)-carboxylate CN(C(=O)C=1C=CC=2CN(CCCC2N1)C(=O)OC(C)(C)C)C